(tetrahydrofuran-3-yl)pyrimidine-4,6-diamine O1CC(CC1)C1=NC(=CC(=N1)N)N